N-[(3-fluorophenyl)methyl]-1-[(1R)-1-[4-[2-(4-piperidyl)ethynyl]-1-naphthyl]ethyl]piperidine-4-carboxamide hydrochloride Cl.FC=1C=C(C=CC1)CNC(=O)C1CCN(CC1)[C@H](C)C1=CC=C(C2=CC=CC=C12)C#CC1CCNCC1